ClC=1C=C(C=C(C1)Cl)C1(CC(=NO1)C1=CC=C(C=C1)C(=O)N1C=CC2=CC(=CC=C12)[N+](=O)[O-])C(F)(F)F (4-(5-(3,5-dichlorophenyl)-5-(trifluoromethyl)-4,5-dihydroisoxazol-3-yl)phenyl)(5-nitro-1H-indol-1-yl)methanone